8-[(2S,5R)-2-Ethyl-5-methyl-4-{1-[4-(trifluoromethoxy)phenyl]ethyl}piperazin-1-yl]-5-methyl-6-oxo-5,6-dihydro-1,5-naphthyridin-2-carbonitril C(C)[C@@H]1N(C[C@H](N(C1)C(C)C1=CC=C(C=C1)OC(F)(F)F)C)C1=CC(N(C=2C=CC(=NC12)C#N)C)=O